O=C1N(C(C2=CC=CC=C12)=O)CCCN1C(SC(C1=O)=CC1=CC=C(C=C1)F)=O (3-(1,3-Dioxoisoindolin-2-yl)propyl)-5-(4-fluorobenzylidene)thiazolidine-2,4-dione